6-methylpyrido[4,3-d]pyrimidin-5(6H)-one CN1C(C2=C(N=CN=C2)C=C1)=O